2,2,2-trifluoro-1,1-dimethyl-ethylamine hydrochloride Cl.FC(C(C)(C)N)(F)F